6-Amino-5-bromo-2-(5-oxo-5,7-dihydrospiro[cyclopenta[b]pyridin-6,4'-piperidin]-1'-yl)pyrimidine-4-carbonitrile NC1=C(C(=NC(=N1)N1CCC2(CC1)C(C=1C(=NC=CC1)C2)=O)C#N)Br